ClC1=CC(=C(C(=C1)F)NC=1N(C2=NC(=NC=C2N1)NC1CCCC1)C1CCC(CC1)C(=O)N)F (1s,4s)-4-(8-(4-chloro-2,6-difluorophenylamino)-2-(cyclopentylamino)-9H-purin-9-yl)cyclohexanecarboxamide